N-(2-Acryloyloxyethyl)-N,N,N-trimethylammonium chloride [Cl-].C(C=C)(=O)OCC[N+](C)(C)C